5-cyclopropyl-1-isopropyl-3-isothiocyanatopyridin-2(1H)-one C1(CC1)C=1C=C(C(N(C1)C(C)C)=O)N=C=S